4-(ethyl-(methyl)carbamoyl)benzoic acid C(C)N(C(=O)C1=CC=C(C(=O)O)C=C1)C